5,6-di(hydroxymethyl)bicyclo[2.2.1]-2-heptene OCC1C2C=CC(C1CO)C2